CC(C)C1=CC=C(C=C1)[C@H](C)NC(=O)N1[C@H](CCC1)C(=O)NC1=CC=C(C=C1)C1=CC=C(C=C1)C(=O)O 4'-{[1-({(1S)-1-[4-(propan-2-yl)phenyl]ethyl}carbamoyl)-D-prolyl]amino}[1,1'-biphenyl]-4-carboxylic acid